BrC1=CC=C(C=C1)C(=O)N1C(=NC2=C1C=CC=C2)C(C)(C)C (4-Bromophenyl)(2-(tert-butyl)-1H-benzo[d]imidazol-1-yl)methanone